1-cyclobutyl-1H-pyrazol-4-amine C1(CCC1)N1N=CC(=C1)N